tert-butyl (1-((1-(4-((2,6-dioxopiperidin-3-yl)amino)-2-fluorophenyl)piperidin-4-yl)methyl)piperidin-4-yl)carbamate O=C1NC(CCC1NC1=CC(=C(C=C1)N1CCC(CC1)CN1CCC(CC1)NC(OC(C)(C)C)=O)F)=O